(R)-N-(3-(3'-chloro-6-methoxy-5-((((5-oxopyrrolidin-2-yl)methyl)amino)methyl)-[2,4'-bipyridin]-2'-yl)-2-methylphenyl)-5-((3-(hydroxymethyl)azetidin-1-yl)methyl)picolinamide ClC=1C(=NC=CC1C1=NC(=C(C=C1)CNC[C@@H]1NC(CC1)=O)OC)C=1C(=C(C=CC1)NC(C1=NC=C(C=C1)CN1CC(C1)CO)=O)C